N-[2-[4-amino-7-(1H-pyrazol-5-yl)-2H-pyrrolo[3,4-c]quinolin-2-yl]ethyl]pyridine-2-carboxamide NC1=NC=2C=C(C=CC2C=2C1=CN(C2)CCNC(=O)C2=NC=CC=C2)C2=CC=NN2